6-(4-amino-3-fluoro-4-phenylpiperidin-1-yl)-3-(3,4-dichloro-2-methyl-2H-indazol-5-yl)-1H-pyrazolo[3,4-d]pyrimidine-4-carboxamide NC1(C(CN(CC1)C1=NC(=C2C(=N1)NN=C2C2=C(C1=C(N(N=C1C=C2)C)Cl)Cl)C(=O)N)F)C2=CC=CC=C2